C(C)C(C(=O)O[C@@H]1[C@@](O[C@H](C1)N1C=CC2=C1N=C(N=C2N)Cl)(C#C)CO[Si](C)(C)C(C)(C)C)CC (2R,3S,5R)-5-(4-amino-2-chloro-7H-pyrrolo[2,3-d]pyrimidin-7-yl)-2-(((tert-butyldimethylsilyl)oxy)methyl)-2-ethynyltetrahydrofuran-3-yl 2-ethylbutanoate